3-(6-(8-(((3s,5s,7s)-adamantan-1-yl)amino)oct-1-yn-1-yl)-2-methyl-4-oxoquinazoline-3(4H)-yl)piperidine-2,6-dione C12(CC3CC(CC(C1)C3)C2)NCCCCCCC#CC=2C=C3C(N(C(=NC3=CC2)C)C2C(NC(CC2)=O)=O)=O